BrC1=CC=C(C(=N1)[C@]1(N=C(O[C@H]([C@@H]1F)C(F)(F)F)NC(OC(C)(C)C)=O)C)F tert-butyl (4R,5R,6R)-4-(6-bromo-3-fluoropyridin-2-yl)-5-fluoro-4-methyl-6-(trifluoromethyl)-5,6-dihydro-4H-1,3-oxazin-2-ylcarbamate